tert-butyl (1R,5S,6r)-6-(5,5-dimethyl-4,5-dihydro-1,2-oxazol-3-yl)-6-methyl-3-azabicyclo[3.1.0]hexane-3-carboxylate CC1(CC(=NO1)C1([C@H]2CN(C[C@@H]12)C(=O)OC(C)(C)C)C)C